FC(C1=CC(=NC=C1)CCC(=O)O)F 4-(difluoromethyl)-2-pyridinepropanoic acid